2H-isothiazol S1NCC=C1